C1[C@H]([C@H](OC2=C1C(=CC(=C2[C@H]3[C@@H]([C@H](OC4=CC(=CC(=C34)O)O)C5=CC(=C(C=C5)O)O)O)O)O)C6=CC(=C(C(=C6)O)O)O)O The molecule is a proanthocyanidin consisting of (+)-catechin and (-)-epigallocatechin units joined by a (4alpha->8)-linkage. It has a role as a metabolite. It is a hydroxyflavan, a proanthocyanidin, a polyphenol and a biflavonoid. It derives from a (+)-catechin and a (-)-epigallocatechin.